C(C)C1=C2C(=CC(=CC2=CC=C1)O)B1OC(C(O1)(C)C)(C)C 5-Ethyl-4-(4,4,5,5-tetramethyl-1,3,2-dioxaborolan-2-yl)naphthalen-2-ol